N-(2-((2S,3R)-1-ethyl-2-methylpyrrolidin-3-yl)thieno[2,3-b]pyridin-4-yl)-6-fluorobenzo[d]thiazol-5-amine C(C)N1[C@H]([C@@H](CC1)C1=CC=2C(=NC=CC2NC=2C(=CC3=C(N=CS3)C2)F)S1)C